ClC=1C(=C(C=CC1)C(CC)NC1CC1)F N-(1-(3-chloro-2-fluorophenyl)propyl)cyclopropanamine